C(C)(=O)OCCCCCCCCCCCCC=C (Z)-tetradec-13-en-1-yl acetate